N1N(C=CC=C1)C#N pyridazin-2-carbonitrile